N,N'-bis(4-(4-(Pyren-2-yl)butoxyl)-2,6-diisopropylphenyl)-2,3-dimethyl-1,4-diazabutadiene C1=C(C=C2C=CC3=CC=CC4=CC=C1C2=C34)CCCCOC3=CC(=C(C(=C3)C(C)C)N=C(C(=NC3=C(C=C(C=C3C(C)C)OCCCCC3=CC4=CC=C2C=CC=C1C=CC(=C3)C4=C12)C(C)C)C)C)C(C)C